tri(p-methylphenyl)phosphine oxide CC1=CC=C(C=C1)P(C1=CC=C(C=C1)C)(C1=CC=C(C=C1)C)=O